FC1=CC=C(C(=O)C2=CC=C(C=C2)OC(C=C)=O)C=C1 4-fluoro-4'-acryloyloxybenzophenone